ClC1=CC=C2C(=NC=3N(C2=C1)C=NN3)N(C=3C=C(C=CC3)C3=CC=C(C=C3)C(C)(C)O)C 2-(3'-((8-chloro-[1,2,4]triazolo[4,3-a]quinazolin-5-yl)(methyl)amino)-[1,1'-biphenyl]-4-yl)propan-2-ol